N1-(4-(5-(7-fluoroquinolin-4-yl)-1-methyl-1H-imidazol-4-yl)-3,5-dimethylbenzyl)pentane-1,5-diamine FC1=CC=C2C(=CC=NC2=C1)C1=C(N=CN1C)C1=C(C=C(CNCCCCCN)C=C1C)C